C(C)(C)(C)OC(N(CC=1OC=CC1)C=1C2=C(N=C(N1)Cl)C=C(S2)C[C@H](C)NC(=O)OC(C)(C)C)=O.C(C=C)P(=O)(CC=C)C2=C1C=CC(=NC1=CC=C2NC(C(C)(C)C)=O)C N-(5-(diallylphosphoryl)-2-methylquinolin-6-yl)pivaloamide tert-Butyl-N-[6-[(2S)-2-(tert-butoxycarbonylamino)propyl]-2-chloro-thieno[3,2-d]pyrimidin-4-yl]-N-(2-furylmethyl)carbamate